C(C)(C)(C)C=1C(=CC(=C(C1)C(CC(C)SCCCCCCCCCCCC)C1=C(C=C(C(=C1)C(C)(C)C)O)C)C)O 1,1-bis(5-tert-butyl-4-hydroxy-2-methyl-phenyl)-3-n-dodecylmercaptobutane